CC1(C(C(NC1)=O)NC(OC(C)(C)C)=O)C N-(4,4-dimethyl-2-oxo-3-pyrrolidinyl)-carbamic acid, 1,1-dimethylethyl ester